tin antimony hydrochloric acid Cl.[Sb].[Sn]